C(ON1N=NC2=C1C=CC=C2)(OCCSSC2=NC=CC=C2)=O 1H-benzo[d][1,2,3]triazol-1-yl (2-(pyridin-2-yl-disulfanyl) ethyl) carbonate